4-(trifluoromethyl)-2-((S)-3-(((3S,4S,5R)-3,4,5-tris(benzyloxy)piperidin-1-yl)methyl)piperidin-1-yl)pyridine FC(C1=CC(=NC=C1)N1C[C@@H](CCC1)CN1C[C@@H](C([C@@H](C1)OCC1=CC=CC=C1)OCC1=CC=CC=C1)OCC1=CC=CC=C1)(F)F